NC1=C(C=C(C=N1)C1=CC=C(CNC2=C(C(=O)N[C@@H](C)C3=CC=C(C=C3)F)C=C(C=N2)C#N)C=C1)C#N (S)-2-(4-(6-amino-5-cyanopyridin-3-yl)benzylamino)-5-cyano-N-(1-(4-fluorophenyl)ethyl)nicotinamide